C(#N)C1CN(CCC1)C=1N=C(C2=C(C=NNC2=O)N1)NC1=CC=C(CN2CCC(CC2)C(=O)O)C=C1 1-(4-((2-(3-cyanopiperidin-1-yl)-5-oxo-5,6-dihydropyrimido[4,5-d]pyridazin-4-yl)amino)benzyl)piperidine-4-carboxylic acid